FC=1C=CC(=C2C=C(N(C12)CCNC1=NC=NC(=C1)C=1SC(=C(C1)C(F)(F)F)C=1N=NNN1)C)OC [2-(7-Fluoro-4-methoxy-2-methyl-indol-1-yl)-ethyl]-{6-[5-(2H-tetrazol-5-yl)-4-trifluoromethyl-thiophen-2-yl]-pyrimidin-4-yl}-amin